N,N'-bis(phenyl)malonamide C1(=CC=CC=C1)NC(CC(=O)NC1=CC=CC=C1)=O